C(C)(C)(C)OC(=O)N[C@H](CCO[Si](C1=CC=CC=C1)(C1=CC=CC=C1)C(C)(C)C)C(=O)O N-(tert-butoxycarbonyl)-O-(tert-butyldiphenylsilyl)-D-homoserine